Cl.ClCC1=CC=C(CN2CCCC2)C=C1 1-(4-(chloromethyl)benzyl)-pyrrolidine hydrochloride